CN(C)C1=CC=C(C=C)C=C1 p-N,N-dimethylaminostyrene